dimethyl-decylazanium dichloride [Cl-].[Cl-].C[NH+](CCCCCCCCCC)C.C[NH+](C)CCCCCCCCCC